2-(3-allyl-1-methyl-1H-indol-2-yl)acetic acid 2-methylallyl ester CC(COC(CC=1N(C2=CC=CC=C2C1CC=C)C)=O)=C